8,8'-((8-(Decylamino)-8-Oxooctyl)Azanediyl)Bis(N,N-Didecyloctanamide) C(CCCCCCCCC)NC(CCCCCCCN(CCCCCCCC(=O)N(CCCCCCCCCC)CCCCCCCCCC)CCCCCCCC(=O)N(CCCCCCCCCC)CCCCCCCCCC)=O